C(C)N1C(NC2=C(C1=O)SC(=C2)CN2CCN(CC2)C2=NC=C(C#N)C=C2)=O 6-(4-((3-ethyl-2,4-dioxo-1,2,3,4-tetrahydrothieno[3,2-d]pyrimidin-6-yl)methyl)piperazin-1-yl)nicotinonitrile